chloroacrylic acid-1-phenyl-1-trifluoromethyl-2,2,2-trifluoroethyl ester C1(=CC=CC=C1)C(C(F)(F)F)(C(F)(F)F)OC(C(=C)Cl)=O